4-(2-{[4-(2-fluoro-4-nitrophenoxy)-6-methoxyquinolin-7-yl]oxy}ethyl)morpholine FC1=C(OC2=CC=NC3=CC(=C(C=C23)OC)OCCN2CCOCC2)C=CC(=C1)[N+](=O)[O-]